tert-Butyl 2-((((9H-fluoren-9-yl)methoxy) carbonyl)amino)-3-(3-fluoro-4-(trifluoromethyl)phenyl)propanoate C1=CC=CC=2C3=CC=CC=C3C(C12)COC(=O)NC(C(=O)OC(C)(C)C)CC1=CC(=C(C=C1)C(F)(F)F)F